1-(2-(4-isopropyl-5-sulfo-4,5-dihydro-1H-1,2,4-triazol-3-yl)ethyl)-3-(pyridine-4-yl)urea C(C)(C)N1C(=NNC1S(=O)(=O)O)CCNC(=O)NC1=CC=NC=C1